[5-(2,5-dimethylpyrrol-1-yl)-6-methyl-1-(p-tolylsulfonyl)pyrrolo[3,2-b]pyridin-2-yl]methanol CC=1N(C(=CC1)C)C1=C(C=C2C(=N1)C=C(N2S(=O)(=O)C2=CC=C(C=C2)C)CO)C